2-chloro-N-(2-chloro-6-METHYLPHENYL)-4-(cyclopropylamino)pyrimidine-5-carboxamide ClC1=NC=C(C(=N1)NC1CC1)C(=O)NC1=C(C=CC=C1C)Cl